ClC1=CC2=C(C=N1)CN(C2)C2=NC=CC(=N2)C2=NC=CC(=N2)C#CC=2C=C1C=NNC1=CC2 5-((2'-(6-chloro-1,3-dihydro-2H-pyrrolo[3,4-c]pyridin-2-yl)-[2,4'-bipyrimidin]-4-yl)ethynyl)-1H-indazole